NC1=C2C(=NC=N1)N(N=C2C2=CC=C(C=C2)OC2=CC=CC=C2)C2CCN(CC2)C2CCC1(CN(C1)C1CCC3(CN(C3)C(=O)OC(C)(C)C)CC1)CC2 tert-butyl 7-(4-(4-amino-3-(4-phenoxyphenyl)-1H-pyrazolo[3,4-d]pyrimidin-1-yl)piperidin-1-yl)-2,2'-diaza[2,7'-bispiro[3.5]nonane]-2'-carboxylate